[CH3+].OC\C(\C)=C/CCC(C)CCO hydroxyl-citronellol carbenium